2,3,5,6-tetrakis(4-carboxyphenyl)pyrazine C(=O)(O)C1=CC=C(C=C1)C1=NC(=C(N=C1C1=CC=C(C=C1)C(=O)O)C1=CC=C(C=C1)C(=O)O)C1=CC=C(C=C1)C(=O)O